[Al+2].C(=O)[O-].C(=O)[O-].C1=CC=CC1.C1=CC=CC1 dicyclopentadiene diformate aluminum